tris(4-(3-chloropropylamino) phenyl) phosphate P(=O)(OC1=CC=C(C=C1)NCCCCl)(OC1=CC=C(C=C1)NCCCCl)OC1=CC=C(C=C1)NCCCCl